NC=1C=CC(=NC1)C(C(F)(F)F)O 1-(5-aminopyridin-2-yl)-2,2,2-trifluoroethanol